tert-butyl 4-(2-((1-((2-(trimethylsilyl)ethoxy)methyl)-1H-pyrazolo[4,3-b]pyridin-5-yl)amino)pyridin-4-yl)piperazine-1-carboxylate C[Si](CCOCN1N=CC2=NC(=CC=C21)NC2=NC=CC(=C2)N2CCN(CC2)C(=O)OC(C)(C)C)(C)C